7-((1,3-Dioxoisoindolin-2-yl)methyl)-7-(thiophen-3-yl)-3-azabicyclo[4.1.0]heptan-3-ium chloride [Cl-].O=C1N(C(C2=CC=CC=C12)=O)CC1(C2CC[NH2+]CC12)C1=CSC=C1